C[C@@H](C(C)(C)C)N1C=NC=2C(=NC=3C=CC=CC3C21)N 1-[(1S)-1,2,2-trimethylpropyl]imidazo[4,5-c]quinolin-4-amine